(R)-2-amino-3-(3-hydroxyphenyl)propionic acid N[C@@H](C(=O)O)CC1=CC(=CC=C1)O